(2R,3R,4R,5R,6S)-3,4-bis(benzyloxy)-2-((benzyloxy)methyl)-6-methoxy-5-nitrotetrahydro-2H-pyran C(C1=CC=CC=C1)O[C@H]1[C@H](O[C@@H]([C@@H]([C@H]1OCC1=CC=CC=C1)[N+](=O)[O-])OC)COCC1=CC=CC=C1